4-(6-methoxy-3-(1-methyl-1H-pyrazol-4-yl)-1H-pyrazolo[4,3-b]pyridin-5-yl)-2,3-dihydro-1H-indene-1-carbonitrile COC=1C=C2C(=NC1C1=C3CCC(C3=CC=C1)C#N)C(=NN2)C=2C=NN(C2)C